2,3'-dihydroxy-4-ethoxy-4'-butoxybenzophenone OC1=C(C(=O)C2=CC(=C(C=C2)OCCCC)O)C=CC(=C1)OCC